(rac)-2'-[6-amino-5-(trifluoromethyl)pyridin-3-yl]-N-[1-(pyridin-3-yl)cyclobutyl]-5',6'-dihydrospiro[pyrrolidine-3,4'-pyrrolo[1,2-b]pyrazole]-1-carboxamide NC1=C(C=C(C=N1)C=1C=C2N(N1)CC[C@]21CN(CC1)C(=O)NC1(CCC1)C=1C=NC=CC1)C(F)(F)F |r|